N1(CCCCC1)C(=O)O piperidincarboxylic acid